FC1([C@H](N(C[C@H]1NS(=O)(=O)C)C(=O)NC1=NOC2=NC(=CC(=C21)C2=C(C=C(C=C2F)F)F)C)CO)F (2R,4R)-3,3-Difluoro-2-(hydroxymethyl)-4-[(methanesulfonyl)amino]-N-[6-methyl-4-(2,4,6-trifluorophenyl)[1,2]oxazolo[5,4-b]pyridin-3-yl]pyrrolidine-1-carboxamide